2-(4-chlorostyryl)-4-((1-(hydroxymethyl)cyclobutyl)amino)-6,7-dihydrothieno[3,2-d]pyrimidine 5-oxide ClC1=CC=C(C=CC=2N=C(C3=C(N2)CCS3=O)NC3(CCC3)CO)C=C1